[Rh+].C1(=CCCCCCC1)C1=CCCCCCC1 bicyclooctenyl rhodium (I)